ClC=1N=C(C2=C(N1)CN(C2)C(C)=O)Cl 1-(2,4-dichloro-5,7-dihydro-6H-pyrrolo[3,4-d]pyrimidin-6-yl)ethan-1-one